CNC(=O)C=1NC(C=CC1)=O N-methyl-6-oxo-1,6-dihydropyridine-2-carboxamide